methyl 3-(4-chlorophenyl)-5-nitrobenzoate ClC1=CC=C(C=C1)C=1C=C(C(=O)OC)C=C(C1)[N+](=O)[O-]